N-(isobutoxymethyl)vinylamide C(C(C)C)OCC=C[NH-]